C=1N=CN2C1C1=CC=CC=C1[C@H]2[C@@H](O)C2CCOCC2 (S)-((S)-5H-imidazo[5,1-a]isoindol-5-yl)(tetrahydro-2H-pyran-4-yl)methanol